BrCCCCCCl 1-bromo-5-chloropentane